N-(4-cyano-2-fluoro-phenyl)-5-(5-fluoro-2-methoxy-phenyl)-1H-pyrrole-3-sulfonamide C(#N)C1=CC(=C(C=C1)NS(=O)(=O)C1=CNC(=C1)C1=C(C=CC(=C1)F)OC)F